C(=C)[C@@H]1C[C@H](CCC1)S(=O)(=O)C1=NC=CC=N1 |r| racemic-trans-2-((3-vinylcyclohexyl)sulfonyl)pyrimidine